3-[5-iodo-4-(1-methanesulfonylcyclopropyl)-7-[1-(oxan-2-yl)-1H-pyrazol-5-yl]imidazo[1,5-b]pyridazin-2-yl]-8-oxa-3-azabicyclo[3.2.1]octane IC=1N=C(N2N=C(C=C(C21)C2(CC2)S(=O)(=O)C)N2CC1CCC(C2)O1)C1=CC=NN1C1OCCCC1